ClC1=CC=C(N=N1)C=1C=CC(=C2C=NNC12)C=1C=NN(C1)C1OCCCC1 7-(6-chloropyridazin-3-yl)-4-[1-(oxan-2-yl)pyrazol-4-yl]-1H-indazole